4-(4-((1R,5S)-3,8-diaza-bicyclo[3.2.1]octan-3-yl)-6-chloro-8-fluoro-2-((1-(pyrrolidin-1-ylmethyl)-cyclopropyl)methoxy)quinazolin-7-yl)-7-fluorobenzo-[d]thiazol-2-amine [C@H]12CN(C[C@H](CC1)N2)C2=NC(=NC1=C(C(=C(C=C21)Cl)C2=CC=C(C1=C2N=C(S1)N)F)F)OCC1(CC1)CN1CCCC1